ClC=1C=C(C(=O)NC2=CC=C(C=C2)C(\C=C\C2=CC=C(C=C2)N(C)CCO)=O)C=CC1Cl 3,4-Dichloro-N-[4-[(E)-3-[4-[2-hydroxyethyl(methyl)amino]phenyl]prop-2-enoyl]phenyl]benzamide